3-fluoro-4-(1-hydroxyethyl)-N,N-dimethyl-5-(1H-benzimidazol-5-yl)benzamide FC=1C=C(C(=O)N(C)C)C=C(C1C(C)O)C1=CC2=C(NC=N2)C=C1